[(2R,6R)-6-(6-benzamidopurin-9-yl)-2-[[bis(4-methoxyphenyl)-phenyl-methoxy]methyl]-4-isopropyl-morpholin-2-yl]methyl benzoate C(C1=CC=CC=C1)(=O)OC[C@@]1(CN(C[C@@H](O1)N1C2=NC=NC(=C2N=C1)NC(C1=CC=CC=C1)=O)C(C)C)COC(C1=CC=CC=C1)(C1=CC=C(C=C1)OC)C1=CC=C(C=C1)OC